4-vinyl-1,2,5-oxadiazole-3-carboxamide C(=C)C=1C(=NON1)C(=O)N